C1(CC1)C1=C2C=CC(=CC2=CC=C1)O 5-cyclopropylnaphthalen-2-ol